(S)-1-(difluoromethylene)tetrahydro-1H-pyrrolizin FC(=C1CCN2CCC=C12)F